(RS)-4-Methyl-N-(4-(morpholin-2-yl)-phenyl)-benzamid CC1=CC=C(C(=O)NC2=CC=C(C=C2)[C@@H]2CNCCO2)C=C1 |r|